C1(CC1)C1=CC=C(CC2CC3(CN(C3)C(=O)C3CC(C3)(C)O)C2)C=C1 (6-(4-Cyclopropylbenzyl)-2-azaspiro[3.3]heptan-2-yl)((1s,3s)-3-hydroxy-3-methylcyclobutyl)methanon